Phosphorus(V) 3-(5-(3-fluoro-4-methyl-5-(7-(4-methylpiperazin-1-yl)imidazo[1,2-a]pyridine-3-carboxamido)phenyl)-1,2,4-oxadiazol-3-yl)azetidine-1-carboxylic acid methyl ester COC(=O)N1CC(C1)C1=NOC(=N1)C1=CC(=C(C(=C1)NC(=O)C1=CN=C2N1C=CC(=C2)N2CCN(CC2)C)C)F.[P+5]